(2R,3S,4S,5S)-5-(4-aminopyrrolo[2,1-f][1,2,4]triazin-7-yl)-2-cyano-2-((((((S)-1-methoxy-1-oxopropan-2-yl)amino)(phenoxy)phosphoryl)oxy)methyl)tetrahydrofuran-3,4-diyl diacetate C(C)(=O)O[C@@H]1[C@](O[C@H]([C@@H]1OC(C)=O)C1=CC=C2C(=NC=NN21)N)(COP(=O)(OC2=CC=CC=C2)N[C@H](C(=O)OC)C)C#N